ONC(=N)C1=C(N=NC=C1)SC1=C(C=CC=C1)OC N-hydroxy-3-[(2-methoxyphenyl)sulfanyl]pyridazine-4-carboximidamide